5-[(2-Chloro-6-{6,6-difluoro-3-azabicyclo[3.1.0]hex-3-yl}pyridin-3-yl)methyl]-1H-pyrrole-3-carboxylic acid methyl ester COC(=O)C1=CNC(=C1)CC=1C(=NC(=CC1)N1CC2C(C2C1)(F)F)Cl